5-((3-Chlorophenyl)amino)-2-methylimidazo[1,2-c]pyrido[2,3-e]pyrimidine-8-carbonitrile ClC=1C=C(C=CC1)NC1=NC2=C(C=3N1C=C(N3)C)N=CC(=C2)C#N